CN1C(=NC2=C1C=CC=C2NC2=NC=CC=N2)N 1-methyl-N4-(pyrimidin-2-yl)-1H-benzo[d]imidazole-2,4-diamine